C(OCCCCC)(OCCCCC)(OCCCCC)OCCCCC tetrapentyl orthocarbonate